4-(4-(2,2-difluoroacetyl)-3,3-dimethylpiperazin-1-yl)-N-(7-fluoro-2-methylimidazo[1,2-a]pyridin-6-yl)-2,3-dihydro-1H-pyrrolo[2,3-b]pyridine-1-carboxamide FC(C(=O)N1C(CN(CC1)C1=C2C(=NC=C1)N(CC2)C(=O)NC=2C(=CC=1N(C2)C=C(N1)C)F)(C)C)F